O=C1NC(CCC1N1C(C2=CC=C(C=C2C1)CN(CCN(C1=C(C=C(C(=C1)OC)NC1=NC=CC(=N1)C1=CN(C2=CC=CC=C12)C)NC(C=C)=O)C)C)=O)=O N-(2-((2-(((2-(2,6-dioxopiperidin-3-yl)-1-oxoisoindolin-5-yl)methyl)(methyl)amino)ethyl)(methyl)amino)-4-methoxy-5-((4-(1-methyl-1H-indol-3-yl)pyrimidin-2-yl)amino)phenyl)acrylamide